COC=1C=C(OCCCCC=2C=CC3=C(N(C(=N3)C(=O)N3CCN(CC3)C(=O)OC(C)(C)C)COCC[Si](C)(C)C)C2)C=CC1 tert-butyl 4-(6-(4-(3-methoxyphenoxy)butyl)-1-((2-(trimethylsilyl)ethoxy)methyl)-1H-benzo[d]imidazole-2-carbonyl)piperazine-1-carboxylate